C1(=CC=CC=C1)C1=CC2=NC3=CC=CC(=C3[N+](=C2C(=C1)C1=CC=CC=C1)[O-])C1=CC=CC=C1 2,4,6-triphenyl-phenazine oxide